O(CCOCCCC=CC(=O)N)CCOCCCC=CC(=O)N N'-[oxybis(1,2-ethanediyloxy-3,1-propanediyl)]bisacrylamide